N-((3R,4S)-4-((7-(2,6-dichloro-3,5-dimethoxyphenyl)-5-ethoxy-2,6-naphthyridin-3-yl)amino)tetrahydrofuran-3-yl)acrylamide ClC1=C(C(=C(C=C1OC)OC)Cl)C1=NC(=C2C=C(N=CC2=C1)N[C@H]1[C@H](COC1)NC(C=C)=O)OCC